1-(4-chloro-2-cyanophenyl)-4-[6-(2-ethoxyphenyl)pyridin-3-yl]-N-[(3S)-1-methylpyrrolidin-3-yl]piperidine-4-carboxamide ClC1=CC(=C(C=C1)N1CCC(CC1)(C(=O)N[C@@H]1CN(CC1)C)C=1C=NC(=CC1)C1=C(C=CC=C1)OCC)C#N